ClC=1N=NC(=C2C1COCC2)N[C@H]2CN(C[C@@H](C2)F)C(=O)OC(C)(C)C tert-butyl (3R,5R)-3-((4-chloro-7,8-dihydro-5H-pyrano[3,4-d]pyridazin-1-yl)amino)-5-fluoropiperidine-1-carboxylate